6-{8-[(2-cyano-2-methylideneethyl)amino]-7-methoxynaphthalen-2-yl}-3-fluoro-N-[(3S)-1-methylpiperidin-3-yl]pyridine-2-carboxamide C(#N)C(CNC=1C(=CC=C2C=CC(=CC12)C1=CC=C(C(=N1)C(=O)N[C@@H]1CN(CCC1)C)F)OC)=C